C1(CC1)N1N=C2C(N(C(N([C@H]2C)C2CCN(CC2)C2=C(C=CC=C2C)F)=O)CC2=C(C=CC=C2)C2CC2)=C1 |o1:10| (S)- or (R)-2-Cyclopropyl-4-(2-cyclopropyl-benzyl)-6-[1-(2-fluoro-6-methyl-phenyl)-piperidin-4-yl]-7-methyl-2,4,6,7-tetrahydro-pyrazolo[4,3-d]pyrimidin-5-one